C(#N)C=1C=C(C=CC1)C1=CC(=CC(=C1)NC(=O)C1(CCOCC1)F)NC1=CC2=C(C=N1)N(C(N2[C@H]2C[C@@H](CC2)NC(OC)=O)=O)C Methyl ((1R,3R)-3-(6-((3'-cyano-5-(4-fluorotetrahydro-2H-pyran-4-carboxamido)-[1,1'-biphenyl]-3-yl)amino)-3-methyl-2-oxo-2,3-dihydro-1H-imidazo[4,5-c]pyridin-1-yl)cyclopentyl)carbamate